OC1=CC(=C(C=O)C=C1)C 4-Hydroxy-2-methyl-benzaldehyd